2-(β-diethylaminoethoxy)-4,4,6-trimethyl-1,3,2-dioxaborinane C(C)N(CCOB1OC(CC(O1)(C)C)C)CC